N-methyl-N'-[[5-(trifluoromethyl)-2-pyridyl]methyl]-2-oxabicyclo[2.1.1]hexane-4-carbohydrazide CN(NCC1=NC=C(C=C1)C(F)(F)F)C(=O)C12COC(C1)C2